FC1=C(C(=O)O)C=CC(=C1)C(=O)O Fluoro-terephthalic acid